C1C(CCC1)C(C)=O (cyclopent-2-yl)ethanone